tert-Butyl-(S,E)-4-(benzyloxy)-2-((3-(7-(dimethylamino)-2-((methoxycarbonyl)amino)-7-oxohept-5-enamido)-2-oxopyridin-1(2H)-yl)methyl)-5,7-difluoro-1H-benzo[d]imidazol-1-carboxylat C(C)(C)(C)OC(=O)N1C(=NC2=C1C(=CC(=C2OCC2=CC=CC=C2)F)F)CN2C(C(=CC=C2)NC([C@H](CC\C=C\C(=O)N(C)C)NC(=O)OC)=O)=O